ClC1=CC2=C(N(C(N2CC2=NC=C(C=C2)C=2OC(=NN2)C(F)F)=O)C2CCN(CC2)C)C=C1 5-chloro-3-((5-(5-(difluoromethyl)-1,3,4-oxadiazol-2-yl)pyridin-2-yl)methyl)-1-(1-methylpiperidin-4-yl)-1,3-dihydro-2H-benzo[d]imidazol-2-one